tert-Butyl-(3aS,10aR)-8-((4-fluoro-3-methylphenyl)carbamoyl)-7-methyl-3a,4,10,10a-tetrahydro-1H,7H-dipyrrolo[3,4-b:3',4'-f][1,4,5]oxathiazocin-2(3H)-carboxylat-5,5-dioxid C(C)(C)(C)C1N(C[C@H]2NS(C=3C(OC[C@@H]21)=C(N(C3)C)C(NC3=CC(=C(C=C3)F)C)=O)(=O)=O)C(=O)[O-]